4-Trifluoromethylpyridine-2-carboxylic acid FC(C1=CC(=NC=C1)C(=O)O)(F)F